4-propyl-morpholine C(CC)N1CCOCC1